(±)-trans-2-methoxycyclohexanamine hydrochloride Cl.CO[C@H]1[C@@H](CCCC1)N |r|